(5Z)-2-(1-Adamantylamino)-5-(1H-indazol-5-ylmethylene)-3-methyl-imidazol-4-one C12(CC3CC(CC(C1)C3)C2)NC2=N\C(\C(N2C)=O)=C/C=2C=C3C=NNC3=CC2